tert-butyl 1-piperazinecarbamate N1(CCNCC1)NC(=O)OC(C)(C)C